ClC=1C=C(C=CC1F)NC(N(C)[C@H](C)C1=CNC(C2=CC=C(C=C12)F)=O)=O |r| racemic-3-(3-chloro-4-fluorophenyl)-1-(1-(6-fluoro-1-oxo-1,2-dihydroisoquinolin-4-yl)ethyl)-1-methylurea